C(C1=CC=CC=C1)NC=1C=2N(N=C(C1)N[C@H]1[C@@H](CCCC1)O)C(=NN2)C(C)C |r| racemic-trans-2-[[8-(benzylamino)-3-isopropyl-[1,2,4]triazolo[4,3-b]pyridazin-6-yl]amino]cyclohexanol